C1N(CCC2=CC=CC=C12)C1=C(/C=C/N(C=C1)C1=NC=NC(=C1)NC1=CC=CC=C1)O trans-5-(3,4-dihydroisoquinolin-2(1H)-yl)-1-(6-(phenylamino)pyrimidin-4-yl)azepin-4-ol